ClC1=CC=2CC3=CC=CC=C3SC2C(=C1)Cl 2,4-dichloro-9H-thioxanthen